C(C)(C)(C)OC(=O)N1CCN(CC1)C1=C(C=C(C(=C1)F)C(CN)C)F 4-[4-(1-aminoprop-2-yl)-2,5-difluorophenyl]Piperazine-1-carboxylic acid tert-butyl ester